BrCC1(COC1)C(=O)O 3-(Bromomethyl)oxetane-3-carboxylic acid